{2-[3-(trifluoromethoxy)phenyl][1,2,4]triazolo[1,5-c]quinazolin-5-yl}-D-serinamide FC(OC=1C=C(C=CC1)C1=NN2C(=NC=3C=CC=CC3C2=N1)N[C@H](CO)C(=O)N)(F)F